C(C(C)C)C1=CC=C(C=C1)C(C)=O (4-isobutylphenyl)ethanone